Cl[C@@]12[C@]3(C=CC(C=C3CC[C@H]1[C@@H]1C[C@H]([C@](C(CO)=O)([C@]1(C[C@@H]2O)C)O)O)=O)C (9α,11β,16α)-9-chloro-11,16,17,21-tetrahydroxy-pregnane-1,4-diene-3,20-dione